2-(6-fluorobenzo[d][1,3]dioxol-5-yl)acetaldehyde FC=1C(=CC2=C(OCO2)C1)CC=O